OCCCN(C(OCC1=CC=CC=C1)=O)C1CNCC1 Benzyl (3-hydroxypropyl)(pyrrolidin-3-yl)carbamate